N1C(N=CC=C1)=[NH2+] pyrimidin-2-iminium